CN1C=C(C2=CC=C(C=C12)C)CCNS(=O)(=O)N1CCC(CC1)C N-[2-(1,6-dimethyl-1H-indol-3-yl)ethyl]-4-methyl-1-piperidinesulfonamide